3-amino-N-(4-(((3-((3-guanidinopropyl)amino)propyl)amino)methyl)phenyl)-2-oxo-1-(4-phenyl-3,4-dihydro-2H-benzo[b][1,4]oxazin-6-yl)-1,2-dihydrothieno[2,3-b]pyrazine-6-carboxamide NC=1C(N(C2=C(N1)SC(=C2)C(=O)NC2=CC=C(C=C2)CNCCCNCCCNC(=N)N)C2=CC1=C(OCCN1C1=CC=CC=C1)C=C2)=O